(5aR,6S,6aS)-3-((3-(2-methoxy-4-methylpyridin-3-yl)-1,1-dimethyl-2,3-dihydro-1H-inden-5-yl)methoxy)-5,5a,6,6a-tetrahydrocyclopropa[4,5]cyclopenta[1,2-c]pyridine-6-carboxylic acid COC1=NC=CC(=C1C1CC(C2=CC=C(C=C12)COC1=CC2=C(C=N1)[C@H]1[C@@H](C2)[C@@H]1C(=O)O)(C)C)C